C(C)[O-].C(C)[O-].C(C)[O-].C(C)[O-].C(C)[O-].[Nb+5] niobium (V) pentaethanolate